BETA-AMINOISOBUTYRIC ACID NCC(C(=O)O)C